C1(CC1)NC(C([C@H](C[C@H]1C(NCC1)=O)NC([C@H](CC(CC)C)NC(OC(C(F)(F)C1=CC(=CC=C1)Cl)C1=CC=CC=C1)=O)=O)O)=O 2-(3-chlorophenyl)-2,2-difluoro-1-phenylethyl ((2S)-1-(((2S)-4-(cyclopropylamino)-3-hydroxy-4-oxo-1-((S)-2-oxopyrrolidin-3-yl)butan-2-yl)amino)-4-methyl-1-oxohexan-2-yl)carbamate